N=1C=CN2C1C=CC(=C2)OCC21CCOC(C2)(C1)CN [5-(imidazo[1,2-a]pyridin-6-yloxymethyl)-2-oxabicyclo[3.1.1]heptan-1-yl]methanamine